tert-butyl 3-((2R)-2-((tert-butoxycarbonyl)(methyl)amino)-1-((methylsulfonyl)oxy)propyl)-2-oxopyrrolidine-1-carboxylate C(C)(C)(C)OC(=O)N([C@@H](C(OS(=O)(=O)C)C1C(N(CC1)C(=O)OC(C)(C)C)=O)C)C